3-(5-((4-(3-(furan-2-yl)benzyl)piperazin-1-yl)methyl)-1-oxoisoindolin-2-yl)piperidine O1C(=CC=C1)C=1C=C(CN2CCN(CC2)CC=2C=C3CN(C(C3=CC2)=O)C2CNCCC2)C=CC1